5-(butoxyacetyl)amino-3-(1-(3-pentyl)-1,2,3,6-tetrahydropyridin-4-yl)-1H-indole C(CCC)OCC(=O)NC=1C=C2C(=CNC2=CC1)C=1CCN(CC1)C(CC)CC